2-methyl-6-N-morpholino-pyrido[4,3-d]Pyrimidine-7-one CC=1N=CC=2C(N1)=CC(N(C2)N2CCOCC2)=O